2-Methyl-2-[3-[[2-(8-isopropyl-5-oxothieno[3',2':4,5]pyrrolo[1,2-d][1,2,4]triazin-6(5H)-yl)acetyl]amino]piperidin-1-yl]propionic acid ethyl ester C(C)OC(C(C)(N1CC(CCC1)NC(CN1N=C(N2C(C1=O)=CC1=C2SC=C1)C(C)C)=O)C)=O